C(C)NC(=O)C1=NN2C(CN(CCC2)C(=O)OC(C)(C)C)=C1F tert-butyl 2-(ethylcarbamoyl)-3-fluoro-7,8-dihydro-4H-pyrazolo[1,5-a][1,4]diazepine-5(6H)-carboxylate